2,6-diisopropyl-4-ethylphenyl isocyanate C(C)(C)C1=C(C(=CC(=C1)CC)C(C)C)N=C=O